COC1=CC=C(C(=O)OCCCN(C)S(=O)(=O)N2CCC(CC2)N)C=C1 3-[(4-aminopiperidin-1-ylsulfonyl)(methyl)amino]propyl 4-methoxybenzoate